C[Si](CCOCN1C=CC2=C1N=CN=C2C=2C(=NNC2)N2C(CCC2=O)=O)(C)C 1-[4-(7-{[2-(trimethylsilyl)ethoxy]methyl}-7H-pyrrolo[2,3-d]pyrimidin-4-yl)-1H-pyrazol-3-yl]pyrrolidine-2,5-dione